ONC(CCNCCN1C(=NCC1)CCCCCCC)=O N-hydroxy-3-((2-(2-heptyl-4,5-dihydro-1H-imidazol-1-yl)ethyl)amino)propanamide